FC=1C=C2C(C(=CN(C2=CC1N1[C@H](CCC1)COC1=NC=CC=C1)C1=C(C=CC(=C1)OC)F)C(=O)O)=O (R)-6-fluoro-1-(2-fluoro-5-methoxy-phenyl)-4-oxo-7-(2-((pyridin-2-yloxy)methyl)pyrrolidin-1-yl)-1,4-dihydro-quinoline-3-carboxylic acid